2-propylimidazole-4,5-dicarboxylic acid diethyl ester C(C)OC(=O)C=1N=C(NC1C(=O)OCC)CCC